4-[[5-(4-hydroxy-1-piperidyl)-2-pyridyl]amino]-2-(2,2,2-trifluoro-1-hydroxy-1-methyl-ethyl)-6H-1,6-naphthyridin-5-one OC1CCN(CC1)C=1C=CC(=NC1)NC1=CC(=NC=2C=CNC(C12)=O)C(C(F)(F)F)(C)O